1-(3-cyano-2-(1-methyl-1H-pyrazol-4-yl)quinolin-5-yl)-N-methyl-3-(tetrahydro-2H-pyran-4-yl)-5,6-dihydroimidazo[1,5-a]pyrazine-7(8H)-carboxamide C(#N)C=1C(=NC2=CC=CC(=C2C1)C=1N=C(N2C1CN(CC2)C(=O)NC)C2CCOCC2)C=2C=NN(C2)C